NCCOCCOCCOCCOCCOCCC(NCC(C)(C)C)=O (S)-1-amino-20-(tert-butyl)-18-oxo-3,6,9,12,15-pentaoxa-19-azaeicosan